BrC1=CC=C(C=2C=C(OC21)CN2C(C1=CN=CC=C1C=C2)=O)C 2-((7-bromo-4-methylbenzofuran-2-yl)methyl)-2,7-naphthyridin-1(2H)-one